NC1=C(C=C(N=N1)C1=C(C=CC=C1)O)N1CC2CCC(C1)N2C2=CC(=NC=C2)C#CCN2CCOCC2 2-(6-amino-5-(8-(2-(3-morpholinopropan-1-yn-1-yl)pyridin-4-yl)-3,8-diazabicyclo[3.2.1]oct-3-yl)pyridazin-3-yl)phenol